N-(3-(5-chloro-1H-indol-3-yl)propyl)-4-((3-(piperazin-1-yl)phenyl)amino)benzenesulfonamide ClC=1C=C2C(=CNC2=CC1)CCCNS(=O)(=O)C1=CC=C(C=C1)NC1=CC(=CC=C1)N1CCNCC1